Ethyl 7-((8-chloro-6-methyl-5,5-dioxido-6,11-dihydrodibenzo[c,f][1,2]thiazepin-11-yl)amino)heptanoate ClC=1C=CC2=C(N(S(C3=C(C2NCCCCCCC(=O)OCC)C=CC=C3)(=O)=O)C)C1